tert-butyl ((2-(((R)-5-((tert-butyldimethylsilyl)oxy)pentan-2-yl)oxy)-4-methylphenyl)sulfinyl)carbamate [Si](C)(C)(C(C)(C)C)OCCC[C@@H](C)OC1=C(C=CC(=C1)C)S(=O)NC(OC(C)(C)C)=O